3-(5-([1,3'-bipiperidin]-4-yl)-3-methyl-2-oxo-2,3-dihydro-1H-benzo[d]imidazol-1-yl)piperidine-2,6-dione N1(CCC(CC1)C1=CC2=C(N(C(N2C)=O)C2C(NC(CC2)=O)=O)C=C1)C1CNCCC1